[C-]1(C=CC=C1)[C@H](C)O.[CH-]1C=CC=C1.[Fe+2] (S)-1-ferrocenylethanol